C(C)P(C1=CC(=C(C=C1)NCC#C)OCOC)(CC)=O diethyl-(3-(methoxymethoxy)-4-(prop-2-yn-1-ylamino)phenyl)phosphine oxide